CN1N=CC(=C1)C1=NC=CC(=C1)CC=1C=CC(=NC1)NC(=O)C1=C2C(C(C(C2=CC=C1)=O)=O)C(C(C)(C)C)=O ((5-((2-(1-methyl-1H-pyrazol-4-yl)pyridin-4-yl)methyl)pyridin-2-yl)carbamoyl)pivaloyl-indenedione